((S)-2-(2-Chloro-4-fluorophenyl)piperidin-1-yl)-3-fluoro-N-((R,E)-4-(methylsulfonyl)but-3-en-2-yl)picolinamide ClC1=C(C=CC(=C1)F)[C@H]1N(CCCC1)C1=C(C(=NC=C1)C(=O)N[C@H](C)\C=C\S(=O)(=O)C)F